6-methyl-N-(3-phenylpropyl)-2-(1H-1,2,3-triazol-1-yl)thieno[2,3-d]pyrimidin-4-amine CC1=CC2=C(N=C(N=C2NCCCC2=CC=CC=C2)N2N=NC=C2)S1